N1(CCCCCC1)CCOC1=CC2=C(N(C=N2)C2=CC=C(C=C2)NC(=O)NC2=NOC(=C2)C(C)(C)C)C=C1 1-{4-[5-(2-azepan-1-yl-ethoxyl)-benzimidazol-1-yl]-phenyl}3-(5-tert-butyl-isoxazol-3-yl)-urea